C(OC1=CC=C(C=C1)C1=C(C=C2CNC(C2=C1)=O)OCC=1N=C(SC1)C)([2H])([2H])[2H] 6-(4-(methoxy-d3)phenyl)-5-((2-methylthiazol-4-yl)methoxy)isoindolin-1-one